N1C=CC=2NC(C=CC21)=O 1H,4H,5H-pyrrolo[3,2-b]pyridin-5-one